(2S)-3-[3-[3-(3-benzyloxyphenyl)-2-oxo-imidazolidin-1-yl]phenyl]-2-[(3R)-1-tert-butoxycarbonylpyrrolidin-3-yl]propionic acid C(C1=CC=CC=C1)OC=1C=C(C=CC1)N1C(N(CC1)C=1C=C(C=CC1)C[C@H](C(=O)O)[C@@H]1CN(CC1)C(=O)OC(C)(C)C)=O